2-methyl-5-ethyl-pyridine CC1=NC=C(C=C1)CC